4-hydroxy-5-methoxy-1-methylquinolin-2(1H)-one OC1=CC(N(C2=CC=CC(=C12)OC)C)=O